ClC1=CC(=C2CN(C(C2=C1)=O)C1C(NC(CC1)=O)=O)OCC 3-(6-chloro-4-ethoxy-1-oxoisoindolin-2-yl)piperidine-2,6-dione